7-chloro-5-(3-phenylazetidin-1-yl)-2,3-dihydrothieno[3,2-b]pyridine-1-oxide ClC1=C2C(=NC(=C1)N1CC(C1)C1=CC=CC=C1)CCS2=O